C1(CC1)N1CC2N(C(C1)C2)C2=NC(=C1C(=N2)N(N=C1)C1=C(C=C(C=C1)F)F)O 6-[3-cyclopropyl-3,6-diazabicyclo[3.1.1]heptan-6-yl]-1-(2,4-difluorophenyl)pyrazolo[3,4-d]pyrimidin-4-ol